N1(C=NC=C1)C=1N=C(C2=C(N1)C=CN2)C(=O)NC2CCC(CC2)OCCOC 2-(1H-imidazol-1-yl)-N-((1s,4s)-4-(2-methoxyethoxy)cyclohexyl)-5H-pyrrolo[3,2-d]pyrimidine-4-carboxamide